tyrosine phosphat P(=O)(O)(O)OC1=CC=C(C[C@H](N)C(=O)O)C=C1